(3aR,5r,6aS)-5-(pyridin-2-yl)octahydrocyclopenta[c]pyrrole monohydrochloride Cl.N1=C(C=CC=C1)C1C[C@@H]2[C@@H](CNC2)C1